5-(5-aminopyrazin-2-ylamino)-3-cyclohexenyl-6-(4-methoxyphenyl)-2-phenylpyrazolo[1,5-a]pyrimidin-7(4H)-one NC=1N=CC(=NC1)NC=1NC=2N(C(C1C1=CC=C(C=C1)OC)=O)N=C(C2C2=CCCCC2)C2=CC=CC=C2